(2R)-1-({1-[2,4-bis(trifluoromethyl)phenyl]pyrrolo[1,2-d][1,2,4]triazin-4-yl}amino)propan-2-ol FC(C1=C(C=CC(=C1)C(F)(F)F)C=1C=2N(C(=NN1)NC[C@@H](C)O)C=CC2)(F)F